ClC=1C(=NC=C(C1)C(F)(F)F)OC1=CC=C(OC(C(=O)O)C)C=C1 2-[4-[[3-Chloro-5-(trifluoromethyl)-2-pyridinyl]oxy]phenoxy]propanoic acid